ClC1C(C(=C(C=C1C(C)C)C(C)C)C1=CC=CC=C1)(C(C)C)P(C1CCCCC1)C1CCCCC1 chloro(2-dicyclohexylphosphino-2,4,6-triisopropyl-1,1'-biphenyl)